N-(1-((1R,4R)-4-((3,9-diazaspiro[5.5]undec-3-yl)methyl)cyclohexyl)-3-methyl-1H-Pyrazol-4-yl)-5-((1R,4R)-2-oxa-5-azabicyclo[2.2.1]heptane-5-yl)pyrazolo[1,5-a]pyrimidine C1CN(CCC12CCNCC2)CC2CCC(CC2)N2N=C(C(=C2)N2CC=C1N2C=CC(=N1)N1[C@H]2CO[C@@H](C1)C2)C